(2S,3R)-3-fluoro-1-methylpyrrolidin F[C@H]1CN(CC1)C